(S)-1-(3,4-difluorophenyl)-6-(1-((trans)-4-methoxycyclohexyl)-5-(methyl(piperidine-4-yl)amino)-1H-benzo[d]imidazol-2-yl)piperidine-2-one FC=1C=C(C=CC1F)N1C(CCC[C@H]1C1=NC2=C(N1[C@@H]1CC[C@H](CC1)OC)C=CC(=C2)N(C2CCNCC2)C)=O